diethyl 4-((5-carbamoyl-3-chloroindol-1-yl) methyl)-phenylphosphonate C(N)(=O)C=1C=C2C(=CN(C2=CC1)CC1=CC=C(C=C1)P(OCC)(OCC)=O)Cl